(1r,4r)-N1-(5-chloro-4-(1H-pyrrolo[2,3-b]pyridin-5-yl)pyridin-2-yl)cyclohexane-1,4-diamine ClC=1C(=CC(=NC1)NC1CCC(CC1)N)C=1C=C2C(=NC1)NC=C2